(R)-2-hydroxy-N-(1-methylpiperidin-3-yl)-2,2-diphenylacetamide OC(C(=O)N[C@H]1CN(CCC1)C)(C1=CC=CC=C1)C1=CC=CC=C1